1-(2-(3-chloro-4-fluorophenyl)-1H-benzo[d]imidazol-5-yl)-3-(5-methoxy-2,2-dimethyl-2H-chromen-6-yl)urea ClC=1C=C(C=CC1F)C1=NC2=C(N1)C=CC(=C2)NC(=O)NC=2C(=C1C=CC(OC1=CC2)(C)C)OC